(S)-N-({3-[4'-(guanidinoiminomethyl)-2-fluoro-1,1'-biphenyl-4-yl]-2-oxo-1,3-oxazolidin-5-yl}methyl)acetamide N(C(=N)N)N=CC1=CC=C(C=C1)C1=C(C=C(C=C1)N1C(O[C@H](C1)CNC(C)=O)=O)F